[(3,3-dimethylcyclopent-1-en-1-yl)oxy]trimethylsilane CC1(C=C(CC1)O[Si](C)(C)C)C